C(C)N1CCC(CC1)C1=NN=C(O1)[C@@]12CN(C[C@]2(C1)C(F)(F)F)C1=C2C=CC=NC2=C(C=C1)C#N 5-((1S,5R)-1-(5-(1-ethylpiperidin-4-yl)-1,3,4-oxadiazol-2-yl)-5-(trifluoromethyl)-3-azabicyclo[3.1.0]hexan-3-yl)quinoline-8-carbonitrile